FC(C=1C=C(OC2=C(C=C(C=C2)C2C=3C(NC(C2C(=O)N(C)C)=O)=NNC3)OC)C=C(C1)C(F)(F)F)(F)F 4-{4-[3,5-Bis(trifluoromethyl)phenoxy]-3-methoxyphenyl}-N,N-dimethyl-6-oxo-2h,4h,5h,6h,7h-pyrazolo[3,4-b]pyridine-5-carboxamide